NC1=C(C=O)C=C(C(=C1F)C(F)(F)F)F 2-amino-3,5-difluoro-4-(trifluoromethyl)benzaldehyde